CN(C1=CC=C(OC=2C(=NC=CC2)C(=O)N)C=C1)C1=NC=NC2=CC=CC=C12 4-(methyl-(4-quinazolinyl)amino)phenoxypyridineamide